BrC=1C=C(C2=C(C(=CO2)CO)C1)OC (5-bromo-7-methoxybenzofuran-3-yl)-methanol